C12C(C3C1C(=O)OC3=O)C(=O)OC2=O cyclobutane-1,2,3,4-tetracarboxylic acid dianhydride